ClC=1C=CC2=C(N=C(O2)C2CC3(CC(C3)NC(=O)C3(CCS(CC3)(=O)=O)C)C2)C1 N-(6-(5-chlorobenzo[d]oxazol-2-yl)spiro[3.3]heptan-2-yl)-4-methyltetrahydro-2H-thiopyran-4-carboxamide 1,1-dioxide